C(C)OC(=O)C1[C@H](CN(CC1)C(=O)OC(C)(C)C)C1=CC(=CC=C1)C(=O)O (S)-3-(3-carboxy-phenyl)-piperidine-1,4-dicarboxylic acid 1-tert-butyl ester 4-ethyl ester